C(CCC)NC=1C2=C(N=C(N1)N)C=NN2CC2=C(C=C(C(=C2)F)N2CCNCC2)OC N7-butyl-1-(5-fluoro-2-methoxy-4-(piperazin-1-yl)benzyl)-1H-pyrazolo[4,3-d]pyrimidine-5,7-diamine